C[NH2+]C.[Na+] sodium N,N-dimethylammonium